FC(OC1=NC=C(C(=O)NC2=CC(=C(C=C2)C)[C@H](C)NC=2C=NC=3C(N2)=NN(C3)CC)C=C1)F (S)-6-(difluoromethoxy)-N-(3-(1-((2-ethyl-2H-pyrazolo[3,4-b]pyrazin-6-yl)amino)ethyl)-4-methylphenyl)nicotinamide